ethyl 5-iodo-1-[(4-methoxyphenyl)methyl]pyrazole-3-carboxylate IC1=CC(=NN1CC1=CC=C(C=C1)OC)C(=O)OCC